tert-butyl N-[2-[[2-(1,3-benzodioxol-5-yl)-1-methyl-ethyl]-methyl-amino]-2-oxo-ethyl]-N-methyl-carbamate O1COC2=C1C=CC(=C2)CC(C)N(C(CN(C(OC(C)(C)C)=O)C)=O)C